(S,E)-Methyl(1-((1-((1H-benzo[d]imidazol-2-yl)methyl)-2-oxo-1,2-dihydropyridin-3-yl)amino)-7-((2-hydroxyethyl)amino)-1,7-dioxohept-5-en-2-yl)carbamat COC(N[C@H](C(=O)NC=1C(N(C=CC1)CC1=NC2=C(N1)C=CC=C2)=O)CC\C=C\C(=O)NCCO)=O